C(C)(=O)OCC=C1C[C@@]2(CCC(N2C1)=O)C(=O)OCC ethyl (S)-2-(2-acetoxyethylidene)-5-oxotetrahydro-1H-pyrrolizine-7a(5H)-carboxylate